(Sa)-6-(1-((3'-Cyano-5'-methoxy-[1,1'-biphenyl]-4-yl)methyl)-4-fluoro-1H-indol-7-carboxamido)spiro[3.3]heptan C(#N)C=1C=C(C=C(C1)OC)C1=CC=C(C=C1)CN1C=CC2=C(C=CC(=C12)C(=O)NC1CC2(CCC2)C1)F